5-(6-hydroxy-2-(4-hydroxyphenyl)benzo[b]thiophen-3-yl)(4-(octyloxy)phenyl)methanone OC=1C=CC2=C(SC(=C2C=2C(=CC=C(C2)C=O)OCCCCCCCC)C2=CC=C(C=C2)O)C1